tert-butyl (3R,4S)-3-(5-bromo-4-fluoro-2-methoxybenzamido)-4-fluoropyrrolidine-1-carboxylate BrC=1C(=CC(=C(C(=O)N[C@@H]2CN(C[C@@H]2F)C(=O)OC(C)(C)C)C1)OC)F